N(=[N+]=[N-])CC1(OC2=C(C1)C=C(C=C2\C(\C)=N\[S@](=O)C(C)(C)C)Br)C (R)-N-((E)-1-(2-(azidomethyl)-5-bromo-2-methyl-2,3-dihydrobenzofuran-7-yl)ethylidene)-2-methylpropane-2-sulfinamide